C1(=CC=C(C=C1)OCCOCCO)OCCOCCO 2,2'-[1,4-phenylenebis(oxy-2,1-ethanediyloxy)]diethanol